FC1=CC(=C(C=C1)C1CCN(CC1)[C@@H]1COC2(CN(C2)C2=NC=NS2)C1)OC (S)-7-(4-(4-fluoro-2-methoxyphenyl)piperidin-1-yl)-2-(1,2,4-thiadiazol-5-yl)-5-oxa-2-azaspiro[3.4]octane